COC(=O)C1=C(SC=C1)NC(=O)OC1=CC=CC=C1 2-((Phenoxycarbonyl)amino)thiophene-3-carboxylic acid methyl ester